tert-butyl 2-chloro-4-((2-chloro-5-fluorobenzofuran-7-yl)oxy)benzoate ClC1=C(C(=O)OC(C)(C)C)C=CC(=C1)OC1=CC(=CC=2C=C(OC21)Cl)F